C1(CC1)C=1C=CC=C(C(=O)O)C1 5-cyclopropylbenzoic acid